CC1=C(C(=O)N2CCC(CC2)CCNC(OC(C)(C)C)=O)C=CC(=C1)[N+](=O)[O-] tert-Butyl N-[2-[1-(2-methyl-4-nitro-benzoyl)-4-piperidyl]ethyl]carbamate